C[C@@H]1CN(CCN1C=1C=CC=2N=CN=C(C2N1)NC1=CC(=C(C=C1)OC1=CC=2N(C=C1)N=CN2)C)C(=O)OC(C)(C)C tert-butyl (3R)-3-methyl-4-{4-[(3-methyl-4-{[1,2,4]triazolo[1,5-a]pyridin-7-yloxy}phenyl)amino] pyrido[3,2-d]pyrimidin-6-yl}piperazine-1-carboxylate